ClC1=CC=CC2=C1C(SN2)CCC 4-chloro-3-propyl-1,3-dihydro-2,1-benzothiazole